O.P(=O)([O-])([O-])OC=1C(=O)O[C@@H](C1O)[C@@H](O)CO.[Mg+2] magnesium L-ascorbic acid 2-phosphate Hydrate